4-((1-ethynyl-cyclopropyl)amino)-1-(pyridazin-3-yl)-7-(trifluoromethyl)pyrido[2,3-d]pyrimidin-2(1H)-one C(#C)C1(CC1)NC=1C2=C(N(C(N1)=O)C=1N=NC=CC1)N=C(C=C2)C(F)(F)F